nickel cobalt manganese magnesium calcium [Ca].[Mg].[Mn].[Co].[Ni]